(Z)-N-(2-(4-(4-chloro-1,2-diphenylbut-1-en-1-yl)phenoxy)ethyl)-1-((2-(2,6-dioxopiperidin-3-yl)-1,3-dioxoisoindolin-4-yl)sulfanyl)-N-methyl-3,6,9,12-tetraoxapentadecane-15-amide ClCC/C(=C(\C1=CC=CC=C1)/C1=CC=C(OCCN(C(CCOCCOCCOCCOCCSC2=C3C(N(C(C3=CC=C2)=O)C2C(NC(CC2)=O)=O)=O)=O)C)C=C1)/C1=CC=CC=C1